ClC1=C(C(=O)NCC#C)C=CC=C1 2-chloro-N-(prop-2-yn-1-yl)benzamide